benzo[d]isooxazole O1N=CC2=C1C=CC=C2